C(C)(=O)C1=C(C=C(C=C1)Cl)C1=CC(N(C=C1OC([2H])([2H])[2H])[C@@H](C(=O)NC1=CC=C(C(=O)O)C=C1)CC1=CC=CC=C1)=O 4-[[(2R)-2-[4-(2-acetyl-5-chloro-phenyl)-2-oxo-5-(trideuteromethoxy)-1-pyridinyl]-3-phenyl-propionyl]amino]benzoic acid